isopropyl (Z)-7-[(1R,2R,3R,5S)-3,5-dihydroxy-2-[(1E,3R)-3-hydroxy-4-[(α,α,α-trifluoro-m-isopropyl-tolyl)oxy]-1-butenyl]-cyclopentyl]-5-heptenoate O[C@H]1[C@@H]([C@H]([C@H](C1)O)C\C=C/CCCC(=O)OC(C)C)\C=C\[C@H](COC1=C(C=CC=C1C(C)C)C(F)(F)F)O